N-((1-((3-((2-((2H-tetrazol-5-yl)methoxy)-5-ethylphenyl)sulfonamido)-4-methoxybenzo[d]isoxazol-6-yl)methyl)-1H-pyrazol-4-yl)methyl)propiolamide N=1NN=NC1COC1=C(C=C(C=C1)CC)S(=O)(=O)NC1=NOC2=C1C(=CC(=C2)CN2N=CC(=C2)CNC(C#C)=O)OC